N1(N=NC=C1)C[C@H]1N(C[C@@H](C1)NC(=O)C=1OC(=CN1)C1=CC(=CC=C1)CC)C(=O)OC(C)(C)C tert-butyl (2S,4R)-2-((1H-1,2,3-triazol-1-yl)methyl)-4-(5-(3-ethylphenyl)oxazole-2-carboxamido)pyrrolidine-1-carboxylate